3-bromo-5-fluoro-N-[(1-oxidopyridin-1-ium-2-yl)methyl]benzamide BrC=1C=C(C(=O)NCC2=[N+](C=CC=C2)[O-])C=C(C1)F